tert-butyl (tert-butoxycarbonyl)(3-(3-(4,4-difluoroazepan-1-yl)-5-methyl-6-(trifluoromethyl)pyridazine-4-carboxamido)phenylsulfonimidoyl)carbamate C(C)(C)(C)OC(=O)N(C(OC(C)(C)C)=O)S(=O)(=N)C1=CC(=CC=C1)NC(=O)C1=C(N=NC(=C1C)C(F)(F)F)N1CCC(CCC1)(F)F